copper-chromium-boron [B].[Cr].[Cu]